2,2-dimethyl-p-quaterphenyl CC1(C(=CC=CC1)C1=CC=C(C=C1)C1=CC=C(C=C1)C1=CC=CC=C1)C